NCC1N(CCNC1)C1=CC=CC=2OCCOC21 5-(2-(aminomethyl)piperazin-1-yl)-2,3-dihydro-1,4-benzodioxine